tert-butyl (3R)-3-[3-(3-bromo-2-methyl-phenoxy)propyl]pyrrolidine-1-carboxylate BrC=1C(=C(OCCC[C@H]2CN(CC2)C(=O)OC(C)(C)C)C=CC1)C